C(=O)(OCC1C2=CC=CC=C2C2=CC=CC=C12)N1[C@@H](C[C@@H](O)C1)C(=O)O Fmoc-trans-Hydroxyproline